N-[(1R)-1-methylpropan-2-ynyl]-5-(2-pyridinyl)thiophene-2-sulfonamide C[C@H](C#C)NS(=O)(=O)C=1SC(=CC1)C1=NC=CC=C1